(1-(1-Cyanoethyl)-7-methoxy-1H-indazol-6-yl)carbamic acid tert-butyl ester C(C)(C)(C)OC(NC1=CC=C2C=NN(C2=C1OC)C(C)C#N)=O